FC=1C(=C(C=C(C1)F)CNC(=O)C=1C(=NC(=C(C1)C=1C=CC=2N(N1)C=C(N2)NC(C)=O)C)OC[2H])OC2COCCC2 N-{[3,5-difluoro-2-(oxan-3-yloxy)phenyl]methyl}-5-{2-acetamidoimidazo[1,2-b]pyridazin-6-yl}-2-(deutero)methoxy-6-methylpyridine-3-carboxamide